BrC1=C(C(=C(C=C1OC(F)F)NC)N)N(CC1=C(C=C(C=C1)OC)OC)CC1=C(C=C(C=C1)OC)OC 4-bromo-5-(difluoromethoxy)-N3,N3-bis(2,4-dimethoxybenzyl)-N1-methylbenzene-1,2,3-triamine